4-{5-[(R)-(1,3-Dimethyl-azetidin-3-yl)-hydroxy-(4-isopropyl-phenyl)-methyl]-pyridin-3-yl}-2-(1-methyl-1H-indazol-3-yl)-but-3-yn-2-ol CN1CC(C1)(C)[C@@](C=1C=C(C=NC1)C#CC(C)(O)C1=NN(C2=CC=CC=C12)C)(C1=CC=C(C=C1)C(C)C)O